3'-phosphoadenylyl sulfate C1=NC(=C2C(=N1)N(C=N2)[C@H]3[C@@H]([C@@H]([C@H](O3)COP(=O)(O)OS(=O)(=O)O)OP(=O)(O)O)O)N